ClC(C1=NC(=NO1)C1=CC=C(C=C1)C(CSCCOC)=O)(F)F 1-(4-(5-(chlorodifluoromethyl)-1,2,4-oxadiazol-3-yl)phenyl)-2-((2-methoxyethyl)thio)ethan-1-one